NC=1C=C(C=2O[C@@H](CCC(C(C[C@](C3=NN=C(C1N2)O3)(O)C(F)(F)F)[2H])[2H])C)C(F)(F)F (6R,12R)-17-Amino-8,9-dideuterio-12-methyl-6,15-bis(trifluoromethyl)-13,19-dioxa-3,4,18-triazatricyclo[12.3.1.12,5]nonadeca-1(17),2,4,14(18),15-pentaen-6-ol